NCC1=CC(=CS1)/C(=N/[N+](=O)[O-])/N (Z)-5-(aminomethyl)-N'-nitrothiophene-3-carboxamidine